C1(CCCCC1)C1(C=2C(=NC(=N1)NC1CCC(CC1)N1CCOCC1)NNC2C=2C=NC=CC2)N 4-Cyclohexyl-N6-(4-morpholinocyclohexyl)-3-(pyridin-3-yl)-1H-pyrazolo[3,4-d]pyrimidine-4,6-diamine